BIS(2-HYDROXY-2-PROPYL)BENZENE OC(C)(C)C1=C(C=CC=C1)C(C)(C)O